C1(CC1)S(=O)(=O)NC1=NC(=CC2=C1C(N(C2)[C@@H](C)C2CC2)=O)C2=C(N=C(S2)NC(C)=O)C (S)-N-(5-(4-(cyclopropanesulfonamido)-2-(1-cyclopropylethyl)-3-oxo-2,3-dihydro-1H-pyrrolo[3,4-c]pyridin-6-yl)-4-methylthiazol-2-yl)acetamide